(hexahydro-1H-pyrrolo[2,1-c][1,4]oxazin-6-yl)methanol C1OCCN2C1CCC2CO